N3-(6-spiro[2H-benzofuran-3,1'-cyclopropane]-4-yloxy-3-pyridyl)pyridine-2,3-diamine C12(CC1)COC1=C2C(=CC=C1)OC1=CC=C(C=N1)NC=1C(=NC=CC1)N